ClC1=CC(=C(C=C1Cl)C(C1CCN(CC1)CC(=O)N(C)C)NS(=O)C(C)(C)C)OCC=C 2-(4-[[4,5-dichloro-2-(prop-2-en-1-yloxy)phenyl][(2-methylpropane-2-sulfinyl)amino]methyl]piperidin-1-yl)-N,N-dimethylacetamide